N-[(1S)-2-hydroxy-1-[4-(pyrimidin-5-yl)phenyl]ethyl]acetamide methyl-(S)-7-(3,3-dimethylureido)-1,2,3-trimethoxy-9-oxo-5,6,7,9-tetrahydrobenzo[a]heptalen-10-carboxylate COC(=O)C=1C(C=C2[C@H](CCC3=C(C2=CC1)C(=C(C(=C3)OC)OC)OC)NC(=O)N(C)C)=O.OC[C@H](C3=CC=C(C=C3)C=3C=NC=NC3)NC(C)=O